N-((4-((((1s,4s)-4-hydroxy-4-methylcyclohexyl)methyl)amino)-3-nitrophenyl)sulfonyl)-4-(2-((R)-2-(2-isopropylphenyl)pyrrolidin-1-yl)-7-azaspiro[3.5]nonan-7-yl)benzamide OC1(CCC(CC1)CNC1=C(C=C(C=C1)S(=O)(=O)NC(C1=CC=C(C=C1)N1CCC2(CC(C2)N2[C@H](CCC2)C2=C(C=CC=C2)C(C)C)CC1)=O)[N+](=O)[O-])C